[Cu].N1=CC=CC2=CC=CC=C12 monoquinoline copper